CC1=C(C(CC=C1)(C)C)/C=C/C(=C/C=C/C(=C/CO)/C)/C The molecule is a retinoid derived from 3,4-desaturation of the beta-ionone ring of all-trans-retinol. It has a role as a human xenobiotic metabolite and a marine xenobiotic metabolite. It is a retinoid and a vitamin A. It derives from an all-trans-retinol.